5,6-dichloro-1-(1-(2,3-dihydro-1H-inden-2-yl)piperidin-4-yl)-3-(2-morpholinoethyl)-1,3-dihydro-2H-benzo[d]imidazol-2-one ClC1=CC2=C(N(C(N2CCN2CCOCC2)=O)C2CCN(CC2)C2CC3=CC=CC=C3C2)C=C1Cl